(1S,2R)-2-((S)-8-([1,2,4]triazolo[4,3-a]pyridin-3-ylmethoxy)-5-bromo-1-((1-oxoisoindolin-2-yl)methyl)-1,2,3,4-tetrahydroisoquinoline-2-carbonyl)cyclohexane-1-carboxylic acid N=1N=C(N2C1C=CC=C2)COC=2C=CC(=C1CCN([C@@H](C21)CN2C(C1=CC=CC=C1C2)=O)C(=O)[C@H]2[C@H](CCCC2)C(=O)O)Br